C[Si](OC(C#C)(C)C1=CC=CC=C1)(OC(C#C)(C)C1=CC=CC=C1)OC(C#C)(C1=CC=CC=C1)C methyltris(1-methyl-1-phenyl-propynyloxy)silane